2-(2,6-Dioxopiperidin-3-yl)-5-fluoro-6-(piperazin-1-yl)isoindoline-1,3-dione O=C1NC(CCC1N1C(C2=CC(=C(C=C2C1=O)F)N1CCNCC1)=O)=O